ClC1=CC=2C(=C3C(=NC2C=C1F)C1=CC2=C(C(N1C3)=O)COC([C@]2(O)CC)=O)[C@@H](C)NC(CO)=O N-((R)-1-((S)-9-chloro-4-ethyl-8-fluoro-4-hydroxy-3,14-dioxo-3,4,12,14-tetrahydro-1H-pyrano[3',4':6,7]indolizino[1,2-b]quinolin-11-yl)ethyl)-2-hydroxyacetamide